FC1(CC(C1)N1CC=2C3=C(N(N=C3CC1)C1=NNC=C1)N=C(C2)N2[C@@H](COCC2)C)F (R)-4-(7-(3,3-difluorocyclobutyl)-2-(1H-pyrazol-3-yl)-6,7,8,9-tetrahydro-2H-1,2,3,7-tetraazabenzo[cd]azulene-4-yl)-3-methylmorpholine